NC1C(N(C=2N(CC1)N=C(C2)CCOC)C)=O 6-amino-2-(2-methoxyethyl)-4-methyl-7,8-dihydro-4H-pyrazolo[1,5-a][1,3]diazepin-5(6H)-one